2-(bis(4-acetoxyphenyl)methyl)pyridine 1-oxide C(C)(=O)OC1=CC=C(C=C1)C(C1=[N+](C=CC=C1)[O-])C1=CC=C(C=C1)OC(C)=O